IC1=C2C=CC=NC2=C(C(=C1)Cl)C(=O)O 5-iodo-7-chloro-8-carboxyquinoline